6-ethylsulfanyl-3-[(1-methyl-1H-1,2,4-triazol-3-yl)methyl]-1-(2,4,5-trifluorobenzyl)-1,3,5-triazine-2,4(1H,3H)-dione C(C)SC1=NC(N(C(N1CC1=C(C=C(C(=C1)F)F)F)=O)CC1=NN(C=N1)C)=O